[Si](C)(C)(C(C)(C)C)OC1=CC=C(C=C1)N(C(=O)C=1C=C(N(C1C)C)C1=C(C(=O)OC(C)(C)C)C=CC(=C1)Cl)C=1C=NN(C1CCCO)C tert-Butyl 2-(4-{(4-{[tert-butyl(dimethyl)silyl]oxy}phenyl)[5-(3-hydroxypropyl)-1-methyl-1H-pyrazol-4-yl]carbamoyl}-1,5-dimethyl-1H-pyrrol-2-yl)-4-chlorobenzoate